COC(N[C@H](C(=O)NC=1C(N(C=CC1)CC=1NC2=NC=NC(=C2N1)OC(C)C)=O)CC\C=C\C(=O)N(C)C)=O Methyl-(S,E)-(7-(dimethylamino)-1-((1-((6-isopropoxy-9H-purin-8-yl)methyl)-2-oxo-1,2-dihydropyridin-3-yl)amino)-1,7-dioxohept-5-en-2-yl)carbamat